norbornanedimethanol C12(C(CC(CC1)C2)CO)CO